C(C)[C@]1(C(OCC=2C(N3CCC(C3=CC21)=O)=O)=O)O (4S)-4-ethyl-4-hydroxy-3,4,6,7,8,10-hexahydro-1H-pyrano[3,4-f]indolizine-3,6,10-trione